C(C)(C)(C)OC(=O)N(C(OC(C)(C)C)=O)CC1=C(C(=C(C(=C1F)F)S(N)(=O)=O)F)F tert-butyl (tert-butoxycarbonyl)(2,3,5,6-tetrafluoro-4-sulfamoylbenzyl)carbamate